Ethyl 2-(2-((S)-2-((S)-3,3-difluorocyclopentyl)-2-(4-(2-methyl-2H-tetrazol-5-yl)phenyl)acetamido)thiazol-4-yl)acetate FC1(C[C@H](CC1)[C@H](C(=O)NC=1SC=C(N1)CC(=O)OCC)C1=CC=C(C=C1)C=1N=NN(N1)C)F